FC1=C(C(=CC=C1)OCOC)F 1,2-difluoro-3-(methoxymethoxy)benzene